3-[[5-[5-(difluoromethyl)-1,3,4-oxadiazol-2-yl]-2-pyridinyl]methyl]-5-(6-piperazin-1-yl-2-pyridinyl)-1,3,4-oxadiazol-2-thione FC(C1=NN=C(O1)C=1C=CC(=NC1)CN1C(OC(=N1)C1=NC(=CC=C1)N1CCNCC1)=S)F